2-(chloromethyl)-1H-benzo[d]Imidazole-6-carboxylic acid methyl ester hydrochloride Cl.COC(=O)C=1C=CC2=C(NC(=N2)CCl)C1